O1OC(C2(C1=O)[C@H]1CC[C@@H](C2)C1)=O (1S,4R)-spiro[bicyclo[2.2.1]heptane-2,4'-[1,2]dioxolane]-3',5'-dione